acryloyloxymethylenenorbornanecarboxyamide C(C=C)(=O)OC=C1C2(CCC(C1)C2)CC(=O)N